O=C1NC(CCC1N1C(C2=CC=CC(=C2C1)NCCCC=1C(=NC=CC1)C(=O)N)=O)=O (3-((2-(2,6-dioxopiperidin-3-yl)-1-oxoisoindolin-4-yl)amino)propyl)picolinamide